tert-butyl 4-(2-hydroxyethyl)-3-oxopiperazine-1-carboxylate OCCN1C(CN(CC1)C(=O)OC(C)(C)C)=O